ClC=1C2=C(N=CN1)NC=C2C2=C(C=CC=C2)F 4-chloro-5-(2-fluorophenyl)-7H-pyrrolo[2,3-d]pyrimidine